COC1=CC=C(C=C1)SC=1C(C(C1NCC1=CC=C(C=C1)C1=NOC(=N1)C(F)(F)F)=O)=O 3-((4-methoxyphenyl)thio)-4-((4-(5-(trifluoromethyl)-1,2,4-oxadiazol-3-yl)benzyl)amino)cyclobut-3-ene-1,2-dione